pentanetetrathiol tetrathioglycolate C(CS)(=O)O.C(CS)(=O)O.C(CS)(=O)O.C(CS)(=O)O.C(C(CCC)S)(S)(S)S